p-tert-butylphenoxycyclohexanol C(C)(C)(C)C1CCC(CC1)(O)OC1=CC=CC=C1